CN(CC(O)C1=C(N=C(S1)C1=C(C=C(C#N)C=C1)OC1=NC(=NC(=C1)C1=CC=CC=C1)C)C)C 4-[5-[2-(dimethylamino)-1-hydroxyethyl]-4-methyl-1,3-thiazol-2-yl]-3-(2-methyl-6-phenylpyrimidin-4-yl)oxybenzonitrile